C(C)(=O)[O-].C(C)(=O)[O-].C(CCCCCCCCCCC)[NH-] lauryl-amide diacetate